BrC1=CC=CC2=CN(N=C12)[C@@H](C(=O)NC=1SC=CN1)C1=C(C=CC(=C1)F)OC |r| (2RS)-2-(7-bromoindazol-2-yl)-2-(5-fluoro-2-methoxy-phenyl)-N-thiazol-2-yl-acetamide